FC1=CC=C(C=C1)C=1N=CN(C1C=1SC=C(N1)C(=O)NC1=NC=C(C=C1)C1C[C@H]2CC[C@@H](C1)N2C)C(C)C 2-(4-(4-fluorophenyl)-1-isopropyl-1H-imidazol-5-yl)-N-(5-((1R,5S)-8-methyl-8-azabicyclo[3.2.1]octan-3-yl)pyridin-2-yl)thiazole-4-carboxamide